1-methyl-5-propyl-1H-pyrazole-3-carboxylic acid CN1N=C(C=C1CCC)C(=O)O